2-(4-chloro-benzenesulfonylamino)-4,5-dimethoxy-N-(4-(thiomorpholine-4-sulfonyl)-phenyl)-benzamide ClC1=CC=C(C=C1)S(=O)(=O)NC1=C(C(=O)NC2=CC=C(C=C2)S(=O)(=O)N2CCSCC2)C=C(C(=C1)OC)OC